FC(CC[Si](O[Si](CCC(F)(F)F)(C)C)(O[Si](CCC(F)(F)F)(C)C)O[Si](C)(C)CCC(F)(F)F)(F)F 3,3,3-trifluoropropyltris(3,3,3-trifluoropropyldimethylsiloxy)silane